O=C1N(CC2=CC(=CC=C12)C1=CC=C(C=C1)N1CCNCC1)C(CNC1=CC=C(C=C1)NC1=NC=NC2=CC=CC=C12)C 2-(1-oxo-5-(4-(piperazin-1-yl)phenyl)isoindolin-2-yl)-N-(4-(quinazolin-4-ylamino)phenyl)propylamine